3-oxoinden O=C1C=CC2=CC=CC=C12